C1(CC1)C=1N=C(C(=NC1CC)C(=O)N)NC1=CC(=CC=C1)CCNC([C@@H](C)N(C(C=C)=O)C)=O (R)-5-cyclopropyl-6-ethyl-3-((3-(2-(2-(N-methylacrylamido)propanamido)ethyl)phenyl)amino)pyrazine-2-carboxamide